C1(CC1)C(=O)N1CC2(CN(C2)C(=O)C=2N=CN(C2)[C@H](CO)C)C1 (S)-(6-(Cyclopropanecarbonyl)-2,6-diazaspiro[3.3]heptan-2-yl)(1-(1-hydroxypropan-2-yl)-1H-imidazol-4-yl)methanone